N1C(C(C2=CC=C3C(=C12)C=CC=C3)=O)=O benzoindoledione